N-benzyl-1-{3-fluoro-4-[6-methoxy-7-(3-morpholinopropoxy)quinolin-4-yloxy]phenyl}-4-methyl-6-oxo-1,6-dihydropyridazine-3-carboxamide C(C1=CC=CC=C1)NC(=O)C1=NN(C(C=C1C)=O)C1=CC(=C(C=C1)OC1=CC=NC2=CC(=C(C=C12)OC)OCCCN1CCOCC1)F